FC(OC=1C=C(C=CC1)C1=CC=NC=C1)(F)F 4-(3-(trifluoromethoxy)phenyl)pyridin